methyl (R)-3-((1-(2-(4,4-difluoropiperidin-1-yl)-3,6-dimethyl-4-oxo-3,4-dihydroquinazolin-8-yl)ethyl)amino)picolinate FC1(CCN(CC1)C1=NC2=C(C=C(C=C2C(N1C)=O)C)[C@@H](C)NC=1C(=NC=CC1)C(=O)OC)F